5'-(difluoromethyl)-1-(2-((3-fluoro-1-((cis)-3-hydroxy-3-methylcyclobutyl)-7-(trifluoromethyl)-1H-indazol-5-yl)oxy)ethyl)spiro[piperidine-4,3'-pyrrolo[3,2-b]pyridin]-2'(1'H)-one FC(C1=CC=C2C(=N1)C1(C(N2)=O)CCN(CC1)CCOC=1C=C2C(=NN(C2=C(C1)C(F)(F)F)C1CC(C1)(C)O)F)F